N=1N(N=C2C1C=CC=C2)C=2C=C(C=C(C2O)C(C)(C)C)C(C(=O)O)C [3-(2H-benzotriazole-2-yl)-4-hydroxy-5-tertbutylphenyl]-propionic acid